N1(CCC1)C1=CC=C2[C@]3(CC=4C(=NOC4C2=C1)NS(=O)(=O)C1=C(C=C(C=C1OC)C(=O)N1C[C@@H](OCC1)C)OC)[C@H](C3)C N-((1R,2S)-8'-(azetidin-1-yl)-2-methyl-4'H-spiro[cyclopropane-1,5'-naphtho[2,1-d]isoxazol]-3'-yl)-2,6-dimethoxy-4-((S)-2-methylmorpholine-4-carbonyl)benzenesulfonamide